BrC=1C=C2C(=CC=NC2=CC1)C(=O)NCC(=O)N1[C@H]2C[C@H]2C[C@H]1C#N 6-Bromo-N-(2-((1S,3S,5S)-3-cyano-2-azabicyclo[3.1.0]hexan-2-yl)-2-oxoethyl)-quinoline-4-carboxamide